C(C)OC(C[C@@H](C=1C=C2CCCC2=C(C1)CO)C1=C(C2=C(N(N=N2)C)C(=C1)Cl)C)=O (3S)-3-(7-chloro-1,4-dimethyl-1H-benzotriazol-5-yl)-3-[7-(hydroxymethyl)-2,3-dihydro-1H-inden-5-yl]propionic acid ethyl ester